[N+](=O)([O-])C1=CC2=C(C3CNCC2C3)C=C1[N+](=O)[O-] 7,8-dinitro-2,3,4,5-tetrahydro-1H-1,5-methanobenzo[d]azepine